6-(4-Chlorophenyl)-2-(1-cyclobutyl-1H-pyrazol-4-yl)-N-[(2S)-1-hydroxypropan-2-yl]-3-oxo-2,3-dihydropyridazine-4-carboxamide ClC1=CC=C(C=C1)C=1C=C(C(N(N1)C=1C=NN(C1)C1CCC1)=O)C(=O)N[C@H](CO)C